C1(=CC=CC=C1)[C@@H](CC)N (R)-1-phenylpropan-1-ylamine